[Cl-].ClC(C)OC(C(=O)OC1CC2CCC(C1)[N+]21CCCC1)(C1=CC=CC=C1)C1=CC=CC=C1 3-(2-(1-chloroethoxy)-2,2-diphenylacetoxy)spiro[bicyclo[3.2.1]octane-8,1'-pyrrolidin]-8-ium chloride